NC1=C(C=C(C=C1)C1=CC=C(C=C1)F)NC(=O)C=1OC2=C(C1)C=C(C=C2)S2(NCCC2)=O N-[2-amino-5-(4-fluorophenyl)phenyl]-5-(1-oxo-4,5-dihydro-3H-isothiazol-1-yl)benzofuran-2-carboxamide